C(#N)C1=CC=C(C=C1)C=1NC(=C(C1)C(=O)NCCN(C)C)C1=CC=CC=C1 (4-cyanophenyl)-N-(2-(dimethylamino)ethyl)-5-phenylAzole-4-carboxamide